3H-Uracil N1C(=O)NC(=O)C=C1